(S)-1-(4-(4-(8-aminooct-1-yn-1-yl)-3-(hydroxymethyl)phenyl)piperazin-1-yl)-2-(4-(4-chlorophenyl)-2,3,9-trimethyl-6H-thieno[3,2-f][1,2,4]triazolo[4,3-a][1,4]diazepin-6-yl)ethan-1-one NCCCCCCC#CC1=C(C=C(C=C1)N1CCN(CC1)C(C[C@H]1C=2N(C3=C(C(=N1)C1=CC=C(C=C1)Cl)C(=C(S3)C)C)C(=NN2)C)=O)CO